2-{[({2'-[(1-Naphthyl-carbamoyl)oxy]-1,1'-binaphthyl-2-yl}oxy)carbonyl]amino}ethyl methacrylat C(C(=C)C)(=O)OCCNC(=O)OC1=C(C2=CC=CC=C2C=C1)C1=C(C=CC2=CC=CC=C12)OC(NC1=CC=CC2=CC=CC=C12)=O